α-D-glucopyranosyl-(1-2)-β-D-fructofuranose [C@H]1([C@H](O)[C@@H](O)[C@H](O)[C@H](O1)CO)O[C@@]1(CO)[C@@H](O)[C@H](O)[C@H](O1)CO